bromonitrilopropionamide Potassium [K].BrC(C(=O)N)C#N